NC1=NC(=CC(=N1)C1CC(C1)C=1C(=C(C=CC1F)S(=O)(=O)N)F)NC (3-(2-amino-6-(methylamino)pyrimidin-4-yl)cyclobutyl)-2,4-difluorobenzenesulfonamide